FC1=C(C(=CC=C1F)OC)C(OC=1C(=CC(=C(C1)N1C(NC(C=2C1=CSC2C(=O)O)=O)=O)F)OC)([2H])[2H] (5-((2,3-difluoro-6-methoxyphenyl)methoxy-d2)-2-fluoro-4-methoxyphenyl)-2,4-dioxo-1,2,3,4-tetrahydrothieno[3,4-d]Pyrimidine-5-carboxylic acid